(R)-methyl 3-hydroxy-3-phenylpropionate O[C@H](CC(=O)OC)C1=CC=CC=C1